anthracene-D12 [2H]C1(C2=CC3=CC=CCC3(C(C2(C(C(C1([2H])[2H])([2H])[2H])([2H])[2H])[2H])([2H])[2H])[2H])[2H]